N-[2-(2-Bromo-5-Hydroxy-1H-indol-3-yl)ethyl]acetamide BrC=1NC2=CC=C(C=C2C1CCNC(C)=O)O